C1(=CC=CC=C1)C1(C(C1)C1=CC=CC=C1)C(C)OC([C@H](C)NC(=O)C1=NC=CC(=C1O)OC)=O.CSC1=NC=C(C(=N1)OC)C1=CC=NO1 5-(2-methylthio-4-methoxypyrimidine-5-yl)isoxazole 1-(1,2-diphenylcyclopropyl)ethyl-(2S)-2-[(3-hydroxy-4-methoxy-pyridine-2-carbonyl)-amino]propanoate